3-({[(4R)-7-phenoxy-3,4-dihydro-2H-1-benzopyran-4-yl]methyl}amino)pyridine-4-carboxylic acid O(C1=CC=CC=C1)C1=CC2=C([C@@H](CCO2)CNC=2C=NC=CC2C(=O)O)C=C1